C1(O)=C(O)C(=CC=C1)N Catecholamin